C1(CC1)C=1N=C(C(=NC1C=1C2=C(C=NC1)N(C=N2)C)C(=O)OC)NC=2C(=NN(C2)C)C methyl 5-cyclopropyl-3-[(1,3-dimethylpyrazol-4-yl)amino]-6-(3-methylimidazo[4,5-c]pyridin-7-yl)pyrazine-2-carboxylate